bis((S)-1,1,1-trifluorooctan-2-yl) [2,2'-binaphthalene]-6,6'-dicarboxylate C1=C(C=CC2=CC(=CC=C12)C(=O)O[C@H](C(F)(F)F)CCCCCC)C1=CC2=CC=C(C=C2C=C1)C(=O)O[C@H](C(F)(F)F)CCCCCC